O=C1NC(CCC1N1C(C2=CC=CC(=C2C1=O)NCCOCCOCCOCCC(=O)NCCCC(=O)N)=O)=O 4-(3-(2-(2-(2-((2-(2,6-dioxopiperidin-3-yl)-1,3-dioxoisoindolin-4-yl)amino)ethoxy)ethoxy)ethoxy)propanamido)butanamide